1-methyl (1R,3R)-3-(6-((1,6-naphthyridin-2-yl)amino)-4-(cyclopropylamino)nicotinamido)cyclobutane-1-carboxylate N1=C(C=CC2=CN=CC=C12)NC1=NC=C(C(=O)NC2CC(C2)C(=O)OC)C(=C1)NC1CC1